COC1=C(C(=CC(=C1)OC)OC)C(/C=C/C1=CC=C(C=C1)OC)C1=CC=C(C=C1)OC (E)-4,4'-(3-(2,4,6-trimethoxyphenyl)prop-1-ene-1,3-diyl)bis(methoxybenzene)